11β-Fluoro-7α-[5-(methyl-3-[(4,4,5,5,5-pentafluoropentyl)sulfanyl]propylamino)pentyl]estra-1,3,5(10)-triene-3,17β-diol F[C@@H]1[C@@H]2C=3C=CC(=CC3C[C@H]([C@H]2[C@@H]2CC[C@@H]([C@@]2(C)C1)O)CCCCCN(CCCSCCCC(C(F)(F)F)(F)F)C)O